N-[1-(2,2-difluoroethyl)-3-methoxy-1H-pyrazol-4-yl]-2-(1H-pyrazol-4-yl)-1,3-thiazole-4-carboxamide FC(CN1N=C(C(=C1)NC(=O)C=1N=C(SC1)C=1C=NNC1)OC)F